C1(CC1)C([C@@H](C(NC=1C=NN(C1)CC=1C(NC=CN1)=O)=O)NC(=O)C=1N(N=CC1)C(C)C)C1CC1 N-[(1S)-1-(dicyclopropylmethyl)-2-oxo-2-[[1-[(2-oxo-1H-pyrazin-3-yl)methyl]pyrazol-4-yl]amino]ethyl]-2-isopropyl-pyrazole-3-carboxamide